CS(=O)(=O)OCCCN1CCN(CC1)C=1C=C2C(N(C(C2=CC1)=O)C1C(NC(CC1)=O)=O)=O 3-(4-(2-(2,6-dioxopiperidin-3-yl)-1,3-dioxoisoindolin-5-yl)piperazin-1-yl)propyl methanesulfonate